3,6-di-tert-butyl-1-(3-chloro-5-(3,6-di-mesityl-9H-carbazol-9-yl)-2-methylphenyl)-9H-carbazole C(C)(C)(C)C=1C=C(C=2NC3=CC=C(C=C3C2C1)C(C)(C)C)C1=C(C(=CC(=C1)N1C2=CC=C(C=C2C=2C=C(C=CC12)C1=C(C=C(C=C1C)C)C)C1=C(C=C(C=C1C)C)C)Cl)C